C(C=C)(=O)NC1=CC=C(C=C1)C1=C(C=2C(=NC=C(C2N1CCF)C#N)N)C1=CC(=C(C(=O)NCC(F)(F)F)C=C1)OC 4-(2-(4-acrylamidophenyl)-4-amino-7-cyano-1-(2-fluoroethyl)-1H-pyrrolo[3,2-c]pyridin-3-yl)-2-methoxy-N-(2,2,2-trifluoroethyl)benzamide